N1=CC(=CC=C1)C=1C=CC=C(C1)C=1C=NC=CC1 3,5-di(pyridin-3-yl)benzene